(2S,3S,4R,5R)-5-(2-(furan-2-yl)-6-(((methyl-d3))amino)-9H-purin-9-yl)-3,4-dihydroxyl-N-((methyl-d3))tetrahydrofuran-2-carboxamide O1C(=CC=C1)C1=NC(=C2N=CN(C2=N1)[C@H]1[C@@H]([C@@H]([C@H](O1)C(=O)NC([2H])([2H])[2H])O)O)NC([2H])([2H])[2H]